4-[2-[4-[5-isobutyl-1-[4-(trifluoromethoxy)phenyl]pyrazol-3-yl]piperazin-1-yl]ethyl]morpholine C(C(C)C)C1=CC(=NN1C1=CC=C(C=C1)OC(F)(F)F)N1CCN(CC1)CCN1CCOCC1